CN1CCC(CC1)C(=O)NC=1SC2=C(N1)C=CC(=C2)N(S(=O)(=O)C=2SC=CC2)S(=O)(=O)C=2SC=CC2 1-methyl-N-(6-(N-(thien-2-ylsulfonyl)thiophene-2-sulfonylamino)benzo[d]thiazol-2-yl)piperidine-4-carboxamide